(2-(4-bromo-2H-1,2,3-triazol-2-yl)-5-chlorophenyl)(4-methyl-2-((2-methylbenzo[d]thiazol-6-yl)methyl)pyrazolidin-1-yl)methanone BrC1=NN(N=C1)C1=C(C=C(C=C1)Cl)C(=O)N1N(CC(C1)C)CC1=CC2=C(N=C(S2)C)C=C1